tert-Butyl 3-(5-bromo-6-chloro-1-(tetrahydro-2H-pyran-2-yl)-1H-indazol-3-yl)propanoate BrC=1C=C2C(=NN(C2=CC1Cl)C1OCCCC1)CCC(=O)OC(C)(C)C